2',3'-difluoro-4-methyl-[1,1'-biphenyl] FC1=C(C=CC=C1F)C1=CC=C(C=C1)C